CC1(C=CC=C2C1CN2CC(=O)NC=2C=C(C(=NC2)C)NC(=O)C=2C=NN1C2SC(=C1)C=1C=NN(C1)C1CCNCC1)C N-(5-(2-(3,3-dimethylbenzazetidin-1-yl)acetamido)-2-methylpyridin-3-yl)-2-(1-(piperidin-4-yl)-1H-pyrazol-4-yl)pyrazolo[5,1-b]Thiazole-7-carboxamide